tert-butyl 3-[1-[[tert-butyl(dimethyl)silyl]oxymethyl]-1-methyl-2-methylsulfonyloxy-ethoxy]pyrazole-1-carboxylate [Si](C)(C)(C(C)(C)C)OCC(COS(=O)(=O)C)(OC1=NN(C=C1)C(=O)OC(C)(C)C)C